N,N'-diethylthiourea C(C)NC(=S)NCC